OC=1C=C(C=C(C1)O)C=CC1=CC=C(C=C1)O 3,5,4'-trihydroxy-1,2-diphenylethylene